N-((2-(cyclopropanesulfonylamino)thiazol-4-yl)methyl)-4-(6-ethoxypyrazin-2-yl)benzamide C1(CC1)S(=O)(=O)NC=1SC=C(N1)CNC(C1=CC=C(C=C1)C1=NC(=CN=C1)OCC)=O